N-(2-hydroxyethyl)-N-methyl-pyrrolidinium bromide [Br-].OCC[N+]1(CCCC1)C